N[C@H](C[C@@H]1[C@H]([C@H]([C@@H](O1)N1C2=NC=NC(=C2N=C1)N)O)O)CC[C@@H](C(=O)O)N 6,9-diamino-1-(6-amino-9H-purin-9-yl)-1,5,6,7,8,9-hexadeoxy-D-glycero-α-L-talo-decofuranuronic acid